O=C1CC2(C1)CN(C2)C2=NC=CC=N2 2-(2-oxo-6-azaspiro[3.3]heptane-6-yl)pyrimidine